[Na].CCCC 3-methyl-propane sodium